2-(4-bromonaphthalen-1-yl)benzene-1,3-diol BrC1=CC=C(C2=CC=CC=C12)C1=C(C=CC=C1O)O